C=C=O Ketene